5-aminoallyl-2'-deoxycytidine NC=CCC=1C(=NC(N([C@H]2C[C@H](O)[C@@H](CO)O2)C1)=O)N